C(C)OC(C[C@@H](C=1C=NC=C(C1)C1=CC=CC=C1)N[S@](=O)C(C)(C)C)=O (S)-3-((R)-1,1-dimethylethylsulfinylamino)-3-(5-phenylpyridin-3-yl)propanoic acid ethyl ester